(4,6-Dimethoxy[1,3,5]triazin-2-yl)-4-methylmorpholinium chloride hydrate O.[Cl-].COC1=NC(=NC(=N1)OC)[N+]1(CCOCC1)C